morpholino Phosphoroamidate P(ON1CCOCC1)([O-])(=O)N